CN(CCOC1CCN(CC1)C=1C=C2C(=CN1)N(N=C2C)C=2C(=C(C(=C(C2)C(F)(F)F)F)O)F)C 3-(5-(4-(2-(Dimethylamino)ethoxy)piperidin-1-yl)-3-methyl-1H-pyrazolo[3,4-c]pyridine-1-yl)-2,6-difluoro-5-(trifluoromethyl)phenol